FC1(CCN(CC1)C1=NC(=CC(=N1)C=1C=NN(C1)C1=C(C=C(C=C1)NS(=O)(=O)CCO)N1CCC2(CC2)CC1)CC)F N-(4-(4-(2-(4,4-difluoropiperidin-1-yl)-6-ethylpyrimidin-4-yl)-1H-pyrazol-1-yl)-3-(6-azaspiro[2.5]octane-6-yl)phenyl)-2-hydroxyethane-1-sulfonamide